C[C@H]1N(CCN(C1)C1=NC=C(C=N1)C(F)(F)F)C(=O)NO[C@H](C)C1=CNC(C(=C1)C(F)(F)F)=O (R)-2-methyl-N-((R)-1-(6-oxo-5-(trifluoromethyl)-1,6-dihydropyridin-3-yl)ethoxy)-4-(5-(trifluoromethyl)pyrimidin-2-yl)piperazine-1-carboxamide